1-dotriacontanol C(CCCCCCCCCCCCCCCCCCCCCCCCCCCCCCC)O